3-chloro-3'-(2-(4-ethylpiperazin-1-yl)pyridin-4-yl)-5'-fluoro-2'-methoxy-[1,1'-biphenyl] ClC=1C=C(C=CC1)C1=C(C(=CC(=C1)F)C1=CC(=NC=C1)N1CCN(CC1)CC)OC